C(C)(C)(C)OC(=O)N1CC(CC1)OS(=O)(=O)C1=CC=C(C)C=C1 3-(p-Toluenesulfonyloxy)pyrrolidine-1-carboxylic acid tert-butyl ester